5-bromo-7-isocyano-2,2-dimethyl-2,3-dihydro-1H-pyrrolizine-1-one BrC=1N2CC(C(C2=C(C1)[N+]#[C-])=O)(C)C